2-amino-N-[(3R,4R)-4-[4-(3-chloro-2-hydroxybenzoyl)benzamido]pyrrolidin-3-yl]pyrimidine-4-carboxamide NC1=NC=CC(=N1)C(=O)N[C@@H]1CNC[C@H]1NC(C1=CC=C(C=C1)C(C1=C(C(=CC=C1)Cl)O)=O)=O